Ethyl 4-((3,4-dichlorophenyl) amino)-7-fluoro-1H-indole-2-carboxylate ClC=1C=C(C=CC1Cl)NC1=C2C=C(NC2=C(C=C1)F)C(=O)OCC